C1(CC1)C=1C(=NC(=NC1)NC=1C(=NN(C1)C1CC2CCC(C1)N2C)C)NCCCN2C(CCCC2)=O 1-(3-((5-Cyclopropyl-2-((3-methyl-1-(8-methyl-8-azabicyclo[3.2.1]octan-3-yl)-1H-pyrazol-4-yl)amino)pyrimidin-4-yl)amino)propyl)piperidin-2-on